C(OC(C)OC1=C(N=CNC1=O)C[C@H](CN1CC(C1)C#N)C1=CC=C(C=C1)C#CC1=CC=C(C=C1)CN1CCOCC1)(OC(C)C)=O 1-((4-((S)-3-(3-cyanoazetidin-1-yl)-2-(4-((4-(morpholinomethyl)phenyl)ethynyl)phenyl)propyl)-6-oxo-1,6-dihydropyrimidin-5-yl)oxy)ethyl isopropyl carbonate